6-(2-(((1s,4s)-4-ethyl-4-hydroxycyclohexyl)amino)-6-fluoro-4-methoxypyrrolo[2,1-f][1,2,4]triazin-5-yl)-8-fluoro-N-methylimidazo[1,2-a]pyridine-3-carboxamide C(C)C1(CCC(CC1)NC1=NN2C(C(=N1)OC)=C(C(=C2)F)C=2C=C(C=1N(C2)C(=CN1)C(=O)NC)F)O